methyl-N4-((1S,2S)-2-methylcyclopropyl)-6-(1-(2-oxoindolin-4-yl)ethyl)pyridine-2,4-dicarboxamide CC=1C(=NC(=CC1C(=O)N[C@@H]1[C@H](C1)C)C(C)C1=C2CC(NC2=CC=C1)=O)C(=O)N